Methyl (3s,6s,7ar,8br)-6-((tert-butoxycarbonyl) amino)-5-oxo-decahydro-cyclopropa[c]pyrrolo[1,2-a]azepine-3-carboxylate C(C)(C)(C)OC(=O)N[C@H]1C[C@@H]2C([C@@H]3N(C1=O)[C@@H](CC3)C(=O)OC)C2